C(C)OC(CCC(=O)C1=NC(=CC(=C1O)C#N)C1=C(C(=CC=C1)C(F)(F)F)Cl)=O 4-[6-(2-chloro-3-trifluoromethyl-phenyl)-4-cyano-3-hydroxy-pyridin-2-yl]-4-oxo-butyric acid ethyl ester